C1(CCCC1)OCCOC=CC1=CC=CC=C1 cyclopentyloxyethoxystyrene